ClC=1C=CC(=C(C1)C1=CC(=NC=N1)O)C=1N=NSC1 6-(5-chloro-2-(1,2,3-thiadiazol-4-yl)phenyl)pyrimidin-4-ol